ClC=1C=CC=C2C(C=C(OC12)C1=CC=C(OCCCOC2CC(C2)C(=O)O)C=C1)=O 3-[3-[4-(8-chloro-4-oxo-chromen-2-yl)phenoxy]propoxy]cyclobutanecarboxylic acid